4-[cis-3-[(tert-butyldimethylsilyl)oxy]cyclobutyl]-1,2,3,4-tetrahydroquinoxaline-6-carbonitrile [Si](C)(C)(C(C)(C)C)O[C@H]1C[C@H](C1)N1CCNC2=CC=C(C=C12)C#N